C(C)(=O)NC1=NN2C(C=CC(=C2)C=2C=C(C(=NC2)C)NC(=O)N2OCC[C@H]2C2=CC=CC=C2)=N1 (S)-N-(5-(2-acetamido-[1,2,4]triazolo[1,5-a]pyridin-6-yl)-2-methylpyridin-3-yl)-3-phenylisooxazolidine-2-carboxamide